9-chloro-N-((4,6-dimethyl-2-oxo-1,2-dihydropyridin-3-yl)methyl)-3-((dimethylamino)methyl)-6-methyl-3,4-dihydro-2H-benzo[b][1,4]dioxaepine-7-carboxamide ClC1=CC(=C(C2=C1OCC(CO2)CN(C)C)C)C(=O)NCC=2C(NC(=CC2C)C)=O